C(C)(C)C1N(CCCNC1)S(=O)(=O)C=1N=C(C2=CC=CC=C2C1)O ((2-isopropyl-1,4-diazepan-1-yl)sulfonyl)isoquinolin-1-ol